COC(=O)C1OC1 trans-(methoxycarbonyl)oxirane